CN1CC(C1)(C)[C@@](C=1C=C(C=NC1)C=1C(CCC1)(O)CC)(C1=CC=C(C=C1)C(C)C)O {5-[(R)-(1,3-dimethyl-azetidin-3-yl)-hydroxy-(4-isopropyl-phenyl)-methyl]-pyridin-3-yl}-1-ethyl-cyclopent-2-enol